(S)-N-(6-fluoro-2-((4aS,5aR)-5a-methyl-1,4,4a,5,5a,6-hexahydrocyclopropa[f]indazol-3-yl)-1H-benzo[d]imidazol-5-yl)-N-methyl-2-morpholinopropanamide FC=1C(=CC2=C(NC(=N2)C2=NNC=3C[C@@]4([C@H](CC23)C4)C)C1)N(C([C@H](C)N1CCOCC1)=O)C